4-((4-amino-2-(ethoxymethyl)-1-methyl-1H-imidazo[4,5-c]quinolin-9-yl)oxy)-2-methylbutan-2-ol NC1=NC=2C=CC=C(C2C2=C1N=C(N2C)COCC)OCCC(C)(O)C